(3S,6S,9S,10aR)-6-((tert-butoxycarbonyl)amino)-9-ethyl-5-oxodecahydropyrrolo[1,2-a]azocine-3-carboxylic acid C(C)(C)(C)OC(=O)N[C@H]1CC[C@@H](C[C@@H]2N(C1=O)[C@@H](CC2)C(=O)O)CC